5-{4-[(1-{[3-Methyl-4-(trifluoromethyl)phenyl]carbamoyl}-D-prolyl)amino]phenyl}pyridine-2-carboxylic acid CC=1C=C(C=CC1C(F)(F)F)NC(=O)N1[C@H](CCC1)C(=O)NC1=CC=C(C=C1)C=1C=CC(=NC1)C(=O)O